6-chloro-N-(2,5-difluoro-4-methylphenyl)-1H-indole-3-sulfonamide ClC1=CC=C2C(=CNC2=C1)S(=O)(=O)NC1=C(C=C(C(=C1)F)C)F